SCCC[Si](OCC)(OCC)OCC mercaptopropyltri(ethyloxy)silane